C(C([2H])([2H])[2H])C=1C(NC=2C=C(C=NC2C1)CN1CCC(=CC1)C1=NC=C(C=C1)C#N)=O 1'-((7-(ethyl-2,2,2-d3)-6-oxo-5,6-dihydro-1,5-naphthyridin-3-yl)methyl)-1',2',3',6'-tetrahydro-[2,4'-bipyridine]-5-carbonitrile